N1(N=CN=C1)C=1N=C(C2=C(N1)C=CC=N2)N 2-(1H-1,2,4-triazol-1-yl)pyrido[3,2-d]pyrimidin-4-amine